6,8-dimercaptooctane-1-ol SC(CCCCCO)CCS